FC=1C=C(C=C(C1)C(F)(F)F)NC(=O)N[C@@H](C)C=1N(N=CN1)C1=NC=CC=N1 1-[3-fluoro-5-(trifluoromethyl)phenyl]-3-[(1S)-1-(2-pyrimidin-2-yl-1,2,4-triazol-3-yl)ethyl]urea